FC(C1NCCC(C1)=O)(F)F 2-trifluoromethyl-4-piperidone